ClC1=CC(=CC(=N1)NC(C=1C(N(C=C(C1)CNC[C@H](C)OC)C1CC1)=O)=O)C1=C(C=C(C=C1)OC(F)F)C(=O)N1CC(C1)(F)F N-(6-chloro-4-{2-[(3,3-difluoro-1-azetidinyl)carbonyl]-4-difluoromethoxyphenyl}-2-pyridyl)-1-cyclopropyl-5-{[(S)-2-methoxypropylamino]methyl}-2-oxo-1,2-dihydronicotinamide